5-(8-((1S,2S)-2-(difluoromethyl)cyclopropyl)imidazo[1,2-b]pyridazin-6-yl)pyrimidine FC([C@@H]1[C@H](C1)C=1C=2N(N=C(C1)C=1C=NC=NC1)C=CN2)F